(3,4-diamino-phenyl)-phenyl-methanone NC=1C=C(C=CC1N)C(=O)C1=CC=CC=C1